FC(C1=CC=C(C(=N1)OC)[C@H]1[C@@H](O[C@]([C@H]1C)(C(F)(F)F)C)C(=O)NC1=CC(=NC=C1)C(=O)OC)F |r| methyl rac-(2R,3S,4S,5R)-4-[[3-[6-(difluoromethyl)-2-methoxy-3-pyridyl]-4,5-dimethyl-5-(trifluoromethyl)tetrahydrofuran-2-carbonyl]amino]pyridine-2-carboxylate